FC1=C(C=CC=C1)[C@@H](C)OC(=O)NC1=C(N=NN1C)C1=CC=C(C(=N1)C)NC(=O)C1C(CCCC1)C(=O)O 2-((6-(5-((((R)-1-(2-fluorophenyl)ethoxy)carbonyl)amino)-1-methyl-1H-1,2,3-triazol-4-yl)-2-methylpyridin-3-yl)carbamoyl)cyclohexane-1-carboxylic acid